(2-amino-5,8-dihydro-4H-cyclohepta[b]thiophen-3-yl)-(2,6-difluorophenyl)methanone NC1=C(C2=C(S1)CC=CCC2)C(=O)C2=C(C=CC=C2F)F